tetra-1-decyl dithiomalate C(C(S)CC(=O)OCCCCCCCCCC)(=O)OCCCCCCCCCC.C(C(S)CC(=O)OCCCCCCCCCC)(=O)OCCCCCCCCCC